ClC1C=2N(CCC1)C(=C(N2)C2=NC1=C(C=NC(=C1)C(F)(F)F)N2C)S(=O)(=O)CC 2-[8-chloro-3-(ethylsulfonyl)-5,6,7,8-tetrahydroimidazo[1,2-a]pyridin-2-yl]-3-methyl-6-(trifluoromethyl)-3H-imidazo[4,5-c]pyridine